3,8-bis(methoxyphenyl)-2,9-bis(isopropyl)-1,10-phenanthroline copper (I) [Cu+].COC1=C(C=CC=C1)C=1C(=NC2=C3N=C(C(=CC3=CC=C2C1)C1=C(C=CC=C1)OC)C(C)C)C(C)C